CN(CC(=O)N1CCC(CC1)C=1C=C2C(=CN1)NC(=C2C(C)C)C=2C=C(C=1N(C2)N=CN1)C)C 2-(dimethylamino)-1-(4-(3-isopropyl-2-(8-methyl-[1,2,4]triazolo[1,5-a]pyridin-6-yl)-1H-pyrrolo[2,3-c]pyridin-5-yl)piperidin-1-yl)ethan-1-one